ClCCC[C@H](C=1C=NC=CC1)N[S@](=O)C(C)(C)C (R)-N-((R)-4-chloro-1-(3-pyridyl)butyl)-2-methyl-2-propanesulfinamide